COC(=O)N[C@H](C(=O)N1CC[C@@H](C1)COC)C1=CC=CC=C1 (2S,4S)-1-((R)-2-((methoxy-carbonyl)amino)-2-phenylacetyl)-4-(methoxymethyl)pyrrolidine